FC1=CC=C(C=C1)S(=O)(=O)C1CC(C1)NS(=O)(=O)N1C2=C(SCC1)C(=CN=C2)C2=CC=C(C#N)C=C2 4-(4-((1-((4-Fluorophenyl)sulfonyl)-3-cyclobutylamino)sulfonyl)-3,4-dihydro-2H-pyrido[4,3-b][1,4]thiazin-8-yl)benzonitrile